2-(3,5-dichlorophenyl)benzo[d]oxazole ClC=1C=C(C=C(C1)Cl)C=1OC2=C(N1)C=CC=C2